NC1=CC=C(C(=C1C(=O)N(C)C)F)C=1C(=C2C(=NC1)NC[C@]21C[C@](CC1)(O)CC#N)Cl 6-Amino-3-((1R,3S)-4'-chloro-3-(cyanomethyl)-3-hydroxy-1',2'-dihydrospiro[cyclopentane-1,3'-pyrrolo[2,3-b]pyridin]-5'-yl)-2-fluoro-N,N-dimethylbenzamide